N1=CC=C(C=C1)C1=CC=C(ON2N=NC(=C2)C(=O)O)C=C1 (4-(pyridin-4-yl)phenoxy)-1H-1,2,3-triazole-4-carboxylic acid